CN(CCC1=C(C=C(N)C=C1)S(=O)(=O)C(F)(F)F)C 4-(2-(dimethylamino)ethyl)-3-((trifluoromethyl)sulfonyl)aniline